ClCC(Cl)(Cl)Cl Tetrachloroethan